4-((R)-7-(4-chloro-3-(trifluoromethyl)benzoyl)-6-methyl-4-oxo-2-(((S)-1-(4-(trifluoromethyl)phenyl)ethyl)amino)-5,6,7,8-tetrahydropyrido[3,4-d]pyrimidin-3(4H)-yl)-N-methylbenzamide ClC1=C(C=C(C(=O)N2CC=3N=C(N(C(C3C[C@H]2C)=O)C2=CC=C(C(=O)NC)C=C2)N[C@@H](C)C2=CC=C(C=C2)C(F)(F)F)C=C1)C(F)(F)F